Cl.NC1=NN(C(=N1)[C@H](C)N)C1=CC=C(C=N1)C#N 6-[3-amino-5-[(1S)-1-aminoethyl]-1,2,4-triazol-1-yl]pyridine-3-carbonitrile-hydrochlorid